CC1(C=C(CC1)C(C)OC(C(=O)[O-])(C)C)C 2-[1-(3,3-dimethyl-1-cyclopenten-1-yl) ethoxy]-2-methylpropionate